tert-butyl 4-(6-bromoimidazo[1,2-a]pyridin-2-yl)piperidine-1-carboxylate BrC=1C=CC=2N(C1)C=C(N2)C2CCN(CC2)C(=O)OC(C)(C)C